FC(C(=O)O)(F)F.N1(CCC1)C(=O)C1CCNCC1 azetidin-1-yl-piperidin-4-yl-methanone trifluoroacetate salt